ClC(C(C1=CC=C(C=C1)CC)C1=CC=C(C=C1)CC)Cl 1,1-dichloro-2,2-bis(4-ethyl-phenyl)ethane